Methyl 2-((1S)-1-(4-(2-(5-chloropyridin-2-yl)-2-methylbenzo[d][1,3]dioxol-4-yl)-piperidin-1-yl) ethyl)-1-(((S)-oxetan-2-yl) methyl)-1H-benzo[d]imidazole-6-carboxylate ClC=1C=CC(=NC1)C1(OC2=C(O1)C=CC=C2C2CCN(CC2)[C@@H](C)C2=NC1=C(N2C[C@H]2OCC2)C=C(C=C1)C(=O)OC)C